1-(4-methylpyridin-2-yl)-3-(pyridin-2-yl)-1,3-dihydro-2H-benzo[D]imidazol-2-one CC1=CC(=NC=C1)N1C(N(C2=C1C=CC=C2)C2=NC=CC=C2)=O